4-[(4-chloro-6-[(5-(hydroxymethyl)-1H-pyrazol-3-yl)amino]pyrimidin-2-yl)amino]adamantan-1-ol ClC1=NC(=NC(=C1)NC1=NNC(=C1)CO)NC1C2CC3(CC(CC1C3)C2)O